N-((1H-pyrrolo[3,2-c]pyridine-2-yl)methyl)-2-(2-cyclopentyl-5-((dibenzo[b,d]furan-2-ylmethyl)amino)-6-oxopyrimidin-1(6H)-yl)acetamide N1C(=CC=2C=NC=CC21)CNC(CN2C(=NC=C(C2=O)NCC2=CC1=C(OC3=C1C=CC=C3)C=C2)C2CCCC2)=O